ClC1=C(C=C(C(=C1)F)N1C(N(C(=CC1=O)C(F)(F)F)C)=O)C1=NO[C@@](C1)(C(=O)OCC)C ethyl (5S)-3-{2-chloro-4-fluoro-5-[3-methyl-2,6-dioxo-4-(trifluoromethyl)-3,6-dihydropyrimidin-1(2H)-yl]phenyl}-5-methyl-4,5-dihydro-1,2-oxazole-5-carboxylate